OCCN(C1=CC=C(C=C1)/C=C/C(=O)C1=CC=C(C=C1)NC(=O)NCC1=CC=C(C=C1)OC)CCC 1-[4-[(E)-3-[4-[2-Hydroxyethyl(propyl)amino]phenyl]prop-2-enoyl]phenyl]-3-[(4-methoxyphenyl)methyl]urea